CC=1OC(=NN1)C1CCNCC1 2-methyl-5-(4-piperidinyl)-1,3,4-oxadiazole